3,6-dinitrochloroanthracene [N+](=O)([O-])C=1C=C(C2=CC3=CC=C(C=C3C=C2C1)[N+](=O)[O-])Cl